C(C1=CC=CC=C1)OC([C@@H](CNC(C1=CC(=CC(=C1)F)Br)=O)NC(=O)OCC1=CC=CC=C1)=O.N[C@@H](C(=O)O)CNC(=O)C=1C=C(C=C(C1)F)C1=C(C=CC=C1)C(N)=O (R)-2-amino-3-(2'-carbamoyl-5-fluoro-[1,1'-biphenyl]-3-carboxamido)propanoic acid (R)-benzyl-2-(((benzyloxy)carbonyl)amino)-3-(3-bromo-5-fluorobenzamido)propanoate